FC1(CC(C1)(C(NC)=O)NC(C(=O)C=1N2CCCC2=C(C1C)C(=O)OCC)=O)F ethyl 5-(2-((3,3-difluoro-1-(methylcarbamoyl) cyclobutyl) amino)-2-oxoacetyl)-6-methyl-2,3-dihydro-1H-pyrrolizine-7-carboxylate